C1(=CC=CC2=CC=CC=C12)C=1OC(=NN1)C1=CC=CC=C1 (1-naphthyl)-5-phenyl-1,3,4-oxadiazole